C1CC12C(CC1(OCCO1)CC2)CNC2=C(C#N)C=CC(=C2)[N+](=O)[O-] (((7,10-dioxadispiro[2.2.46.23]dodecane-4-yl)methyl)amino)-4-nitrobenzonitrile